7-(2,5-dichloropyrimidin-4-yl)-1-isopropyl-4-oxo-1,4-dihydroquinoline-2-carboxylic acid ethyl ester C(C)OC(=O)C=1N(C2=CC(=CC=C2C(C1)=O)C1=NC(=NC=C1Cl)Cl)C(C)C